BrC1=CN=C2N1N=C(C=C2C2=CC=NN2C)Cl 3-bromo-6-chloro-8-(1-methyl-1H-pyrazol-5-yl)imidazo[1,2-b]pyridazine